6-chloro-5-methyl-N-(2-(4-methylpiperazin-1-yl)-5-nitrophenyl)pyrimidin-4-amine ClC1=C(C(=NC=N1)NC1=C(C=CC(=C1)[N+](=O)[O-])N1CCN(CC1)C)C